(S)-1-isobutyl-N-(3-(1-((1-methyl-1H-pyrazolo[3,4-b]pyrazin-6-yl)amino)ethyl)phenyl)-1H-pyrazole-3-carboxamide C(C(C)C)N1N=C(C=C1)C(=O)NC1=CC(=CC=C1)[C@H](C)NC1=CN=C2C(=N1)N(N=C2)C